NC1C(N(C(CC1CCCCCCC1C(C(N(C(C1)(C)C)OCCC)(C)C)N)(C)C)OCCC)(C)C 4,4'-hexamethylenebis(amino-1-propoxy-2,2,6,6-tetramethyl-piperidine)